3-(5-(1-(4-Amino-1H-pyrazol-1-yl)-2-((tert-butyldiphenylsilyl)oxy)ethyl)-4-methylpyrimidin-2-yl)-3-azabicyclo[3.1.0]hexan-2-one NC=1C=NN(C1)C(CO[Si](C1=CC=CC=C1)(C1=CC=CC=C1)C(C)(C)C)C=1C(=NC(=NC1)N1C(C2CC2C1)=O)C